F[C@@H]1CN(CC[C@H]1N1N=CC(=C1)C1(NC=C(C(=N1)NC)C(F)(F)F)N)C1COC1 2-(1-((trans)-3-fluoro-1-(oxetan-3-yl)piperidin-4-yl)-1H-pyrazol-4-yl)-N4-methyl-5-(trifluoromethyl)pyrimidine-2,4-diamine